Cl.NC=1C=C(C=CC1NC1CCCCC1)S(=O)(=O)NCCN 3-amino-N-(2-aminoethyl)-4-(cyclohexylamino)benzenesulfonamide hydrochloride